2,5-dioxopyrrolidin-1-yl 2-cyanoacetate C(#N)CC(=O)ON1C(CCC1=O)=O